ClC1=C(C=CC(=N1)CN1C(C2=CC=CC=C2C1=O)=O)C1=CC=CC=C1 ((6-chloro-5-phenylpyridin-2-yl)methyl)isoindoline-1,3-dione